tert-butyl (R)-4-(6-benzyl-4-cyano-3-(((trifluoromethyl)sulfonyl)oxy)-5,6,7,8-tetrahydro-2,6-naphthyridin-1-yl)-3-methylpiperazine-1-carboxylate C(C1=CC=CC=C1)N1CC=2C(=C(N=C(C2CC1)N1[C@@H](CN(CC1)C(=O)OC(C)(C)C)C)OS(=O)(=O)C(F)(F)F)C#N